2-(3,4-epoxycyclohexyl)vinyl-trimethoxysilane C1(CC2C(CC1)O2)C=C[Si](OC)(OC)OC